CN(N=O)C1=NC=CC=C1 N-methyl-N-(pyridin-2-yl)nitrosamide